N(=[N+]=[N-])[C@H]1[C@H](O[C@@H]([C@H]([C@@H]1OCC1=CC=CC=C1)OCC1=CC=CC=C1)COCC1=CC=CC=C1)O[C@@H]([C@H]([C@H](COC(CCC(=O)C)=O)OCC1=CC=CC=C1)OCC1=CC=CC=C1)COC1=CC=C(C=C1)OC 4-O-(2-azido-3,4,6-tri-O-benzyl-2-deoxy-alpha-D-glucopyranosyl)-2,3-di-O-benzyl-1-O-levulinyl-5-O-(4-methoxyphenyl)-D-ribitol